2-(1-oxoisoindolin-2-yl)acetamide O=C1N(CC2=CC=CC=C12)CC(=O)N